The molecule is a (1->4)-beta-D-glucan compound formed by nitrating cellulose through exposure to nitric acid or another powerful nitrating agent. It has a role as a tissue adhesive and an explosive. It derives from a (1->4)-beta-D-glucan. C([C@@H]1[C@H]([C@@H]([C@H]([C@@H](O1)O[C@@H]2[C@H](O[C@H]([C@@H]([C@H]2O[N+](=O)[O-])O[N+](=O)[O-])O[N+](=O)[O-])CO[N+](=O)[O-])O[N+](=O)[O-])O[N+](=O)[O-])O[C@H]3[C@@H]([C@H]([C@@H]([C@H](O3)CO[N+](=O)[O-])O[N+](=O)[O-])O[N+](=O)[O-])O[N+](=O)[O-])O[N+](=O)[O-]